(2R,4R)-1-(3-chloro-2-fluorobenzyl)-4-((6-ethyl-5-fluoro-2-((5-methyl-1H-pyrazol-3-yl)amino)-pyrimidin-4-yl)methyl)-2-methyl-piperidine-4-carboxylic acid ClC=1C(=C(CN2[C@@H](C[C@@](CC2)(C(=O)O)CC2=NC(=NC(=C2F)CC)NC2=NNC(=C2)C)C)C=CC1)F